(2S,4S)-4-((4-benzamidobenzyl)amino)-1-(tert-butoxycarbonyl)pyrrolidine-2-carboxylic acid C(C1=CC=CC=C1)(=O)NC1=CC=C(CN[C@H]2C[C@H](N(C2)C(=O)OC(C)(C)C)C(=O)O)C=C1